ClC=1C=CC(=C(C1)C1=NC=NC(=C1)OC)N1N=NC(=C1)CF 4-{5-chloro-2-[4-(fluoromethyl)-1H-1,2,3-triazol-1-yl]phenyl}-6-methoxypyrimidine